S1C(=NC2=C1C=CC=C2)NC2=C(C1=C(N=N2)N(CCC1)C=1C=C(C(=O)OCC)C=CC1)C ethyl 3-{3-[(1,3-benzothiazol-2-yl)amino]-4-methyl-5H,6H,7H,8H-pyrido[2,3-c]pyridazin-8-yl}benzoate